C(C=1C(C(=O)[O-])=CC=CC1)(=O)OC(C(CCCCCCCCC)CCCCCCCCC)(CCCCCCCCCC)CCCCCCCCC di-n-nonyldecylundecyl phthalate